8-(3-cyanophenyl)-9-(4-((1-(3-fluoropropyl)azetidin-3-yl)methyl)phenyl)-6,7-dihydro-5H-benzo[7]annulene-3-carboxylic acid C(#N)C=1C=C(C=CC1)C=1CCCC2=C(C1C1=CC=C(C=C1)CC1CN(C1)CCCF)C=CC(=C2)C(=O)O